methyl-(E)-but-2-ene CC\C=C\C